O=S1(CCC2=C1C=CC(=C2)B(O)O)=O (1,1-dioxo-2,3-dihydrobenzothien-5-yl)boronic acid